CC=1C=CC=C2C(=CN=NC12)NC1=CC(=NC=C1)NC1=CC(=CC=C1)C1CCOCC1 N4-(8-methylcinnolin-4-yl)-N2-[3-(oxan-4-yl)phenyl]pyridine-2,4-diamine